(Z)-1-(1-ethoxyethoxy)-3-hexene C(C)OC(C)OCC\C=C/CC